C(C)[SiH](OCC)CCC ethylpropylethoxysilane